[Lu].C1(=CC=CC=C1)C=1C2=CC=CC=C2C(=C2C=CC=CC12)C1=CC=CC=C1 diphenyl-anthracene lutetium